Benzyl((R)-2-(4-(Benzyloxy)-3-nitrophenyl)-2-hydroxyethyl)amine C(C1=CC=CC=C1)NC[C@H](O)C1=CC(=C(C=C1)OCC1=CC=CC=C1)[N+](=O)[O-]